1-β-hydroxyethylamino-2-nitro-4-aminobenzene OCCNC1=C(C=C(C=C1)N)[N+](=O)[O-]